4,4'-methylene-bis-(N,N-diglycidylaniline) C(C1=CC=C(N(CC2CO2)CC2CO2)C=C1)C1=CC=C(N(CC2CO2)CC2CO2)C=C1